N1(CCCCC1)C(=O)OC(C)C1=CC(OC2=CC(=CC=C12)N(CC)CC)=O 1-(7-(diethylamino)-2-oxo-2H-chromen-4-yl)ethyl piperidine-1-carboxylate